C(C)(C)(C)OC(=O)N1C[C@H](C(CC1)=O)OCC |r| (±)-Trans-3-ethoxy-4-oxopiperidine-1-carboxylic acid tert-butyl ester